FC(C=1C=C(C=CC1F)C(C)O)F 1-(3-(difluoromethyl)-4-fluorophenyl)ethan-1-ol